(S)-3-(3-fluoro-4-methoxyphenyl)-3-((S)-2-oxo-3-(3-(5,6,7,8-tetrahydro-1,8-naphthyridin-2-yl)propyl)azetidin-1-yl)propionic acid FC=1C=C(C=CC1OC)[C@H](CC(=O)O)N1C([C@H](C1)CCCC1=NC=2NCCCC2C=C1)=O